(R)-8-chloro-4-((3-chloro-4-fluorophenyl)amino)-6-(((4-cyanothiophen-2-yl)(1-(pyridin-2-ylmethyl)-1H-1,2,3-triazol-4-yl)methyl)amino)quinoline-3-carbonitrile ClC=1C=C(C=C2C(=C(C=NC12)C#N)NC1=CC(=C(C=C1)F)Cl)N[C@H](C=1N=NN(C1)CC1=NC=CC=C1)C=1SC=C(C1)C#N